C(C)OCOC1=C(C2=CC=CC=C2C=C1)CC1=C(C=CC2=CC=CC=C12)OCCNC(OC(C)(C)C)=O tert-butyl (2-((1-((2-(ethoxymethoxy)naphthalen-1-yl)methyl)naphthalen-2-yl)oxy)ethyl)carbamate